2-((3R,4R,5R,6R)-4,5-dihydroxy-6-(hydroxymethyl)tetrahydro-2H-pyran-3-yl)acetonitrile O[C@@H]1[C@@H](CO[C@@H]([C@@H]1O)CO)CC#N